N1C(=NC2=NC=NC2=C1N)N 1H-Purine-2,6-diamine